BrCC=1C=C(CN2C3=NC(=NC(=C3N=C2)N)F)C=CC1 9-(3-(bromomethyl)benzyl)-2-fluoro-9H-purine-6-amine